(Methylthio)-6-(trifluoromethyl)-3H-pyrido[2,1-f][1,2,4]triazine-4,8-dione CSC1=NN2C(C(N1)=O)=CC(=CC2=O)C(F)(F)F